BrC1=C(C(=CC(=C1)Br)Br)OCC(CBr)Br 2,3-Dibromopropyl 2,4,6-tribromophenyl ether